methyl 4-(furan-2-carbonyl)-benzoate O1C(=CC=C1)C(=O)C1=CC=C(C(=O)OC)C=C1